C1(CCCCC1)C(C(=O)NC1CCCCC1)N1C(=NC2=C1C=CC=C2)C2=CC=C(C=C2)C2=CC=C(C=C2)C(F)(F)F 2,N-dicyclohexyl-2-[2-(4'-trifluoromethyl-biphenyl-4-yl)-benzimidazol-1-yl]-acetamide